[N+](=[N-])=CC(=O)[C@H]1CN(CCC1)C(=O)OC(C)(C)C tert-butyl (3R)-3-(2-diazoacetyl)piperidine-1-carboxylate